2,3-dihydroxy-propionyl-selenocysteine OC(C(=O)N[C@@H](C[SeH])C(=O)O)CO